1-(5-(trifluoromethyl)-1H-pyrazol-1-yl)cyclopropane-1-carboxylic acid FC(C1=CC=NN1C1(CC1)C(=O)O)(F)F